(E)-2-(5-bromo-6-methylpyridinoyl)-3-(methylimino)butanoic acid tert-butyl ester C(C)(C)(C)OC(C(/C(/C)=N/C)C(=O)C1=NC(=C(C=C1)Br)C)=O